ClC=1C=C2C3=C(NC2=CC1)[C@@H](N(CC3)C3=NC=CC(=N3)C(F)F)C[C@H]3COCCC3 (1S)-6-chloro-2-[4-(difluoromethyl)pyrimidin-2-yl]-1-{[(3S)-oxan-3-yl]methyl}-2,3,4,9-tetrahydro-1H-pyrido[3,4-b]indole